4-[(2,6-difluorophenyl)methyl]-2-[4-({2-[methyl(oxan-4-ylmethyl)amino]pyridin-4-yl}oxy)phenyl]-1,2,4-triazol-3-one FC1=C(C(=CC=C1)F)CN1C(N(N=C1)C1=CC=C(C=C1)OC1=CC(=NC=C1)N(CC1CCOCC1)C)=O